CC(C(=O)O[C@@H]1[C@H](O[C@H]([C@@H]1O)N1C2=NC(=NC(=C2N=C1)NC1CCCC1)Cl)COCP(=O)(OCOC(=O)OC(C)C)OCOC(=O)OC(C)C)C (2R,3S,4R,5R)-2-({[bis({[(propan-2-yloxy)carbonyl]oxy}methoxy)phosphoryl]-methoxy}methyl)-5-[2-chloro-6-(cyclopentylamino)-9H-purin-9-yl]-4-hydroxyoxolan-3-yl 2-methylpropanoate